O[C@@H](CCC1=C(C=CC=C1)O)C1=CC=CC=C1 (S)-2-(3-hydroxy-3-phenylpropyl)phenol